CC(C)(C)[S@](=O)\N=C\1/CCC12CCN(CC2)C(=O)OC(C)(C)C tert-butyl (1E)-1-{[(S)-2-methylpropane-2-sulfinyl]imino}-7-azaspiro[3.5]nonane-7-carboxylate